ClC1=C2CCCC(C2=CC=C1)=O 5-chloro-1,2,3,4-tetrahydronaphthalen-1-one